CCCCCCCCC(CCCCCCCC)NN Heptadec-9-ylhydrazine